[13C2]coenzyme A lithium salt [Li].[13C@@H]1([13C@H](O)[C@H](OP(=O)(O)O)[C@@H](COP(=O)(O)OP(=O)(O)OCC(C)(C)[C@@H](O)C(=O)NCCC(=O)NCCS)O1)N1C=NC=2C(N)=NC=NC12